di-n-propylaminotrimethoxysilane C(CC)N(CCC)[Si](OC)(OC)OC